z-enantholactone C1(CCCCCCO1)=O